COC1=C(C=CC(=C1)NC(=O)C1(CCCC1)C1=CC=CC=C1)NC(C1=CC(=CC(=C1)Cl)Cl)=O N-(2-methoxy-4-(1-phenylcyclopentane-1-carboxamido)phenyl)-3,5-dichlorobenzamide